(1R,3R,4R)-2-(7-chloro-1H-indole-2-carbonyl)-5,5-difluoro-N-((S,Z)-4-fluoro-4-(methylsulfonyl)-1-((R)-2-oxopyrrolidin-3-yl)but-3-en-2-yl)-2-azabicyclo[2.2.2]octane-3-carboxamide ClC=1C=CC=C2C=C(NC12)C(=O)N1[C@H]2CC([C@@H]([C@@H]1C(=O)N[C@@H](C[C@@H]1C(NCC1)=O)\C=C(/S(=O)(=O)C)\F)CC2)(F)F